O=S.[U] uranium oxysulfide